ClC=1C=C(C=CC1Cl)C1=C(C=CC(=C1)F)NC(=O)C=1C(=NN(C1)C)C(F)F N-[2-(3,4-dichlorophenyl)-4-fluorophenyl]-3-(difluoromethyl)-1-methylpyrazole-4-carboxamide